4-butylidenedilithium CCCC([Li])[Li]